C1(CCCCC1)P(C1=C(C(=CC=C1OC)OC)C1=C(C=C(C=C1C(C)C)C(C)C)C(C)C)C1CCCCC1 dicyclohexyl-[3,6-dimethoxy-2',4',6'-tri(prop-2-yl)biphenyl-2-yl]Phosphane